rhodium (ethylene) chloride C(CCl)Cl.[Rh]